1-(4-fluoro-2-(trifluoromethyl)phenyl)ethan-1-one FC1=CC(=C(C=C1)C(C)=O)C(F)(F)F